COC1=C(C(=O)P(CC(C)C2=CC=CC=C2)(C(C2=C(C=CC=C2OC)OC)=O)=O)C(=CC=C1)OC bis(2,6-dimethoxybenzoyl)-2-phenyl-propylphosphine oxide